FC(C1=NC=CC=C1SC=1N=C2C(=NC1)NC(=N2)N2CCC1(CC2)OC2=C([C@H]1N)C=CC=C2)(F)F (R)-1'-(5-((2-(trifluoromethyl)pyridin-3-yl)thio)-1H-imidazo[4,5-b]pyrazin-2-yl)-3H-spiro[benzofuran-2,4'-piperidin]-3-amine